C(C)(C)(C)OC(=O)N1CC=2N(CC1)C(=NC2Br)C2COCC2 1-bromo-3-(tetrahydrofuran-3-yl)-5,6-dihydroimidazo[1,5-a]pyrazine-7(8H)-carboxylic acid tert-butyl ester